P(=O)(O)(O)O.O=C(O)[C@H](N)CC1=CC=C(O)C(O)=C1 D-dopa phosphate